5-(2-ethoxy-2-oxoethyl)pyridine-2-carboxylic acid C(C)OC(CC=1C=CC(=NC1)C(=O)O)=O